S(=O)(=O)(ON1[C@@H]2CC[C@H](N(C1=O)C2)C(NC2CNC2)=N)O (2S,5R)-2-(N-(Azetidin-3-yl) carbamimidoyl)-7-oxo-1,6-diazabicyclo[3.2.1]octan-6-yl hydrogen sulfate